C1(CC1)C1=C(C(=NO1)C1=C(C=C(C=C1Cl)F)Cl)COC1=CC=C2C(=N1)CCC1=C(O2)C=C(C=C1)C(=O)[O-] 2-((5-cyclopropyl-3-(2,6-dichloro-4-fluorophenyl)isoxazol-4-yl)methoxy)-10,11-dihydrobenzo[6,7]oxepino[3,2-b]pyridine-7-carboxylate